(4aR,8aS)-6-(3-(6-(2-Chlorophenoxy)pyridin-3-yl)azetidin-1-carbonyl)hexahydro-2H-pyrido[4,3-b][1,4]oxazin-3(4H)-on ClC1=C(OC2=CC=C(C=N2)C2CN(C2)C(=O)N2C[C@@H]3[C@@H](OCC(N3)=O)CC2)C=CC=C1